Cl.C(CCC)C1CCCC12CC(NC(C2)=O)=O butyl-8-azaspiro[4.5]decane-7,9-dione hydrochloride